N1=C(NC2=C1C=CC=C2)CCC[C@H]2NCCC[C@@H]2O (2R,3S)-2-(benzo[d]imidazolylpropyl)piperidin-3-ol